CC1(N(CCC1)CCNC(=O)C=1C=C(C(=NC1)C)C=1N2C(SC1C=1C=NC(=CC1)C)=C(C=N2)C(=O)N)C (5-((2-(2,2-dimethylpyrrolidin-1-yl)ethyl)carbamoyl)-2-methylpyridin-3-yl)-2-(6-methylpyridin-3-yl)pyrazolo[5,1-b]Thiazole-7-carboxamide